CN1C(N(C2=C1C=C(C=C2)N2CCN(CC2)CC2COC1(CNC1)C2)C2C(NC(CC2)=O)=O)=O 3-[3-methyl-5-[4-(5-oxa-2-azaspiro[3.4]octan-7-ylmethyl)piperazin-1-yl]-2-oxo-benzimidazol-1-yl]piperidine-2,6-dione